ethyl 2-bromo-4,4-dimethylpentanoate BrC(C(=O)OCC)CC(C)(C)C